[Br-].[Br-].[Br-].[Br-].N1=C(C=CC=C1)CCCCCCCOC=1C=C(C=C(C1)OCCCCCCCC1=NC=CC=C1)C=1C(=NC2=NC=CC=C2C1)C1=CC(=CC(=C1)OCCCCCCCC1=NC=CC=C1)OCCCCCCCC1=NC=CC=C1 bis[3,5-bis(7-(pyridyl)heptyloxy)phenyl]naphthyridin tetrabromide